C(C(=O)O)(=O)O.N1C(CCCC1)C#N Piperidine-2-carbonitrile oxalate salt